C(CCCCC)(=O)OC1=CC2=C(NC(=N2)S(=O)CC2=NC=C(C(=C2C)OC)C)C=C1 2-(((4-Methoxy-3,5-Dimethylpyridin-2-yl) Methyl)sulfinyl)-1H-Benzo[d]imidazol-5-yl Hexanoat